4-(7-bromo-2-oxo-2,3-dihydro-1H-1,3-benzodiazol-1-yl)piperidine-1-carboxylic acid tert-butyl ester C(C)(C)(C)OC(=O)N1CCC(CC1)N1C(NC2=C1C(=CC=C2)Br)=O